butyl 4-[[(2S)-2-amino-2-[(4-phenyl-1,3-thiazol-2-yl)carbamoyl]ethoxy] methyl]benzoate N[C@@H](COCC1=CC=C(C(=O)OCCCC)C=C1)C(NC=1SC=C(N1)C1=CC=CC=C1)=O